dimethyl-(p-octadecylphenyl)sulfonium tetranitrogen [N+3].[N+3].[N+3].[N+3].C[S+](C1=CC=C(C=C1)CCCCCCCCCCCCCCCCCC)C